C(#N)C1=CSC=C1C#N 3,4-dicyanothiophene